methyl 4-[3-(4-bromo-2,6-dichlorobenzoyl)-2,4-dihydro-1,3-benzoxazin-8-yl]-2-morpholin-4-ylbenzoate BrC1=CC(=C(C(=O)N2COC3=C(C2)C=CC=C3C3=CC(=C(C(=O)OC)C=C3)N3CCOCC3)C(=C1)Cl)Cl